CC(=CCCC(C)(OCC(F)(F)F)OCC(F)(F)F)CCCC(CCCC(C)C)C 6,10,14-trimethyl-2,2-bis(2,2,2-trifluoroethoxy)pentadec-5-ene